COC=1C=C(C=CC1OC)C=1OC=C(N1)CC(=O)OCC ethyl [2-(3,4-dimethoxyphenyl)oxazol-4-yl]acetate